S(O)(=O)(=O)N Amidosulfuric acid